FC(C1(CC1)C=1N=NC=CC1)(F)F 3-[1-(trifluoromethyl)cyclopropyl]pyridazine